COC1=C(C=CC(=C1)OC)NC1=C(C(=O)O)C=C(C=C1)C(F)(F)F 2-((2,4-dimeth-oxyphenyl)-amino)-5-(tri-fluoromethyl)benzoic acid